FC1=C(C(=C(C=C1OC)OC)F)N1C(N(C2=C(C1)C=NC1=C2C=C(N1)CN1CCOCC1)C1=C(C(=CC=C1)F)F)=O 3-(2,6-difluoro-3,5-dimethoxyphenyl)-1-(2,3-difluorophenyl)-8-(morpholin-4-ylmethyl)-1,3,4,7-tetrahydro-2H-pyrrolo[3',2':5,6]pyrido[4,3-d]pyrimidin-2-one